C(C)C1=CC(=C(CC(N)C)C=C1OC)SC 4-ethyl-5-methoxy-2-methylthioamphetamine